FC1=C(C(=C(C2=C(C(=C(C(=C12)F)F)F)F)F)F)OB=O (perfluoronaphthalen-2-yl)boranic acid